FC=1C=C(C=C2C(=C(C(=NC12)N1C(CC(CC1)N[C@H]1COCC1)C)C1=NC(=NO1)C)C)OC 8-fluoro-6-methoxy-4-methyl-3-(3-methyl-1,2,4-oxadiazol-5-yl)quinolin-2-yl-2-methyl-N-((R)-tetrahydrofuran-3-yl)piperidin-4-amine